1-(3-methyl-pyridine-2-yl)-1H-pyrrole-2-formaldehyde CC=1C(=NC=CC1)N1C(=CC=C1)C=O